N1=C(C=CC=C1)N1C=2C=CC=CC2C2=C1C(=NC1=CC=CC=C21)C2=CC=C(C=C2)C 7-(pyridin-2-yl)-6-(p-tolyl)-7H-indolo[2,3-c]quinoline